ClC=1C=C(CN(C(O)=O)[C@H](C(N[C@H](C=O)CC2C(NCC2)=O)=O)CC2=CC=CC=C2)C=CC1.ClC1=CC(=C(C=N1)C#CCN1CCOCC1)F (3-(6-chloro-4-fluoropyridin-3-yl)prop-2-yn-1-yl)morpholine 3-Chlorobenzyl-((2S)-1-oxo-1-(((2S)-1-oxo-3-(2-oxopyrrolidin-3-yl)propan-2-yl)amino)-3-phenylpropan-2-yl)carbamate